2-(3,5-dimethoxybenzyl)-2H-indazole-6-carboxylic acid methyl ester COC(=O)C=1C=CC2=CN(N=C2C1)CC1=CC(=CC(=C1)OC)OC